1-(5-bromo-3-nitropyridin-2-yl)-4-(4-fluorobenzyl)piperazine BrC=1C=C(C(=NC1)N1CCN(CC1)CC1=CC=C(C=C1)F)[N+](=O)[O-]